ClC1=C(N)C=CC(=C1)C#N o-chloro-p-cyanoaniline